N-(2-fluorobenzyl)-2-(3-(4-methoxyphenyl)-6-oxopyridazin-1(6H)-yl)acetamide FC1=C(CNC(CN2N=C(C=CC2=O)C2=CC=C(C=C2)OC)=O)C=CC=C1